C(#N)C=1C=C(C=C(C1)F)N1N=CC(=C1)C(C(=O)O)C 2-(1-(3-cyano-5-fluorophenyl)-1H-pyrazol-4-yl)propanoic acid